(E)-3-((3-butyl-3-ethyl-7-(methylsulfanyl)-1,1-dioxido-5-(4-pivaloylaminophenyl)-2,3,4,5-tetrahydro-1,5-benzothiazepin-8-yl)oxy)acrylic acid C(CCC)C1(CS(C2=C(N(C1)C1=CC=C(C=C1)NC(C(C)(C)C)=O)C=C(C(=C2)O/C=C/C(=O)O)SC)(=O)=O)CC